ClC1=CC=C(C=C1)C=1C(CCCC1)N1CCC2(CN(C2)C2=CC(=C(C(=O)NS(=O)(=O)C3=CC(=C(C=C3)NCC3CCOCC3)[N+](=O)[O-])C=C2)OC=2C=C3C(=NC2)NC=C3)CC1 4-[7-[2-(4-chlorophenyl)cyclohex-2-en-1-yl]-2,7-diazaspiro[3.5]nonan-2-yl]-N-[3-nitro-4-(tetrahydropyran-4-ylmethylamino)phenyl]sulfonyl-2-(1H-pyrrolo[2,3-b]pyridin-5-yloxy)benzamide